(R)-5-(tert-butyl)-N-(1-(4-(2-(cyclopropanecarboxamido)pyridin-4-yl)-2-methylphenyl)ethyl)-1,2,4-oxadiazole-3-carboxamide C(C)(C)(C)C1=NC(=NO1)C(=O)N[C@H](C)C1=C(C=C(C=C1)C1=CC(=NC=C1)NC(=O)C1CC1)C